C(#N)C1=CC=C(C=C1)C1CN(C1)C1=NOC(=N1)C1N(CCC1)C#N (3-(3-(4-Cyanophenyl)azetidin-1-yl)-1,2,4-oxadiazol-5-yl)pyrrolidine-1-carbonitrile